2-(7-amino-2-methyl-2-phenyl-naphtho[2,3-d][1,3]dioxol-6-yl)propan-2-ol NC=1C(=CC2=CC3=C(OC(O3)(C3=CC=CC=C3)C)C=C2C1)C(C)(C)O